2,2'-pentylidenebis(4-ethyl-6-t-butylphenol) C(CCCC)(C1=C(C(=CC(=C1)CC)C(C)(C)C)O)C1=C(C(=CC(=C1)CC)C(C)(C)C)O